4-(3-chloro-4-hydroxyphenyl)-2,3-naphthyridine ClC=1C=C(C=CC1O)C1=NN=CC2=CC=CC=C12